C(C)(=O)N1CCC2(C[C@@H](N(C2=O)C)CCN2CCN(CC2)C2=CC=C(C=C2)F)CC1 (R)-8-acetyl-3-(2-(4-(4-fluorophenyl)piperazin-1-yl)ethyl)-2-methyl-2,8-diazaspiro[4.5]decan-1-one